C(C)(C)(C)OC(NCC1=CC(=CC=C1)N1N=C(C=C1C(NC1=CC(=CC=C1)C(C1=CC=CC=C1)NC(C)C)=O)C(F)(F)F)=O (3-{5-[3-(Isopropylamino-phenyl-methyl)-phenylcarbamoyl]-3-trifluoromethyl-pyrazol-1-yl}-benzyl)-carbamic acid tert-butyl ester